4-iodo-5-(pyridazin-3-yl)-1,2-oxazol IC=1C=NOC1C=1N=NC=CC1